CS(=O)(=N)C1=CC=C(C=C1)C1=NN2C(=NC=3C=CC=CC3C2=N1)NC=1C(N=CC=CC1)=O (3R)-3-({2-[4-(S-methylsulfonimidoyl)phenyl][1,2,4]triazolo[1,5-c]quinazolin-5-yl}amino)azepin-2-one